O=C1N(CC2(C1)CCCCC2)CN2CC1(CC2=O)CCCCC1 2-[(3-Oxo-2-azaspiro[4.5]decan-2-yl)methyl]-2-azaspiro[4.5]decan-3-one